(S)-6-((4-bromophenoxy)methyl)-2,2-bis(methoxymethyl)-1,4-dioxan BrC1=CC=C(OC[C@@H]2COCC(O2)(COC)COC)C=C1